ClC1=CC(=C(C=C1)[C@H](CC1=NC(=NC(=N1)N[C@@H](CO)CC(C)C)CS(=O)(=O)N)C)F (4-((S)-2-(4-chloro-2-fluorophenyl)propyl)-6-(((R)-1-hydroxy-4-methylpent-2-yl)amino)-1,3,5-triazin-2-yl)methanesulfonamide